NNCCCCC.[O] oxygen diazaheptane